N=1C=CN2C1C=C(C=C2)CNC(=O)C=2C=CC(=C(C2)C2=CC=C1C(N(C(=NC1=C2)C)CCNC(OC(C)(C)C)=O)=O)S(=O)(=O)CC2=NN(C=C2)C tert-butyl (2-(7-(5-((imidazo[1,2-a]pyridin-7-ylmethyl) carbamoyl)-2-(((1-methyl-1H-pyrazol-3-yl)methyl)sulfonyl) phenyl)-2-methyl-4-oxoquinazolin-3(4H)-yl)ethyl)carbamate